dimethylamino-4-methoxybenzophenone CN(C)C1=C(C(=O)C2=CC=CC=C2)C=CC(=C1)OC